1-ETHYL-1H-PYRAZOL-5-YLBORONIC ACID C(C)N1N=CC=C1B(O)O